BrC=1C=CC(=NC1)NC1=NC=CC(=C1)C1=CN=C2N1C=CC=C2 N-(5-Bromopyridin-2-yl)-4-(imidazo[1,2-a]pyridin-3-yl)pyridin-2-amine